7-methoxy-3-oxo-1,2-dihydro-isoindole-5-carbaldehyde COC=1C=C(C=C2C(NCC12)=O)C=O